1-CHLOROCYCLOPROPANE ClC1CC1